C(C)(C)(C)N1N=C(C=C1[C@@H]1C[C@@H](CC1)O)NC(OCC1=CC=CC=C1)=O benzyl (1-(tert-butyl)-5-((1S,3R)-3-hydroxycyclopentyl)-1H-pyrazol-3-yl)carbamate